C1N(CC2=CC=CC=C12)CC=1OC=C(C(C1)=O)OCC1=CC=C(C=C1)S(=O)(=O)CCOC 2-(isoindolin-2-ylmethyl)-5-((4-((2-methoxyethyl)sulfonyl)benzyl)oxy)-4H-pyran-4-one